17-hydroxyheptadecyl myristoleate C(CCCCCCC\C=C/CCCC)(=O)OCCCCCCCCCCCCCCCCCO